C(C)(C)(C)OC(=O)N[C@H](C(=O)N[C@H](C(=O)OC)C(CC1OCC(CO1)(C1=CC=CC=C1)C1=CC=CC=C1)(C)C)CCO[Si](C)(C)C(C)(C)C Methyl (2S)-2-[(2S)-2-{[(tert-butoxy)carbonyl]amino}-4-[(tert-butyldimethylsilyl)oxy]butanamido]-4-(5,5-diphenyl-1,3-dioxan-2-yl)-3,3-dimethylbutanoate